(S)-4-(2-amino-2-phenylacetylamino)-N-(methylsulfonyl)benzamide N[C@H](C(=O)NC1=CC=C(C(=O)NS(=O)(=O)C)C=C1)C1=CC=CC=C1